CC(C(CC(=O)O)=O)C.C(C)(C)C=1N(C=C(C1C(=O)OCC)C)CCCC1=CC=CC=C1 Ethyl 2-isopropyl-4-methyl-1-(3-phenylpropyl)-1H-pyrrole-3-carboxylate 4-methyl-3-oxopentanoate